C1CCN2C1=C(C=1C=CC=CC21)C(=O)N2CC1(CN(C1)C(=O)OC(C)(C)C)C(C2)(F)F tert-butyl 6-(2,3-dihydro-1H-pyrrolo[1,2-a]indole-9-carbonyl)-8,8-difluoro-2,6-diazaspiro[3.4]octane-2-carboxylate